ClC=1C(=C(C(=CC1)C(F)F)C1=CN=C(C(=N1)C(=O)OC(C)(C)C)C(C(F)(F)F)O)F tert-Butyl 6-(3-chloro-6-(difluoromethyl)-2-fluorophenyl)-3-(2,2,2-trifluoro-1-hydroxyethyl)pyrazine-2-carboxylate